nickel iron barium [Ba].[Fe].[Ni]